4-Methyl-Caproic Acid CC(CCC(=O)O)CC